C[C@@H]1CN(C[C@@H](O1)C=1N=CN(C1)C)S(=O)(=O)C1=CC=C(C)C=C1 (2R,6R)-2-methyl-6-(1-methylimidazol-4-yl)-4-(p-toluenesulfonyl)morpholine